zinc-copper-indium-selenium [Se].[In].[Cu].[Zn]